CC1=C2C=C(N(C2=CC=C1)S(=O)(=O)C1=CC=CC=C1)C(=O)N 4-Methyl-1-(phenylsulfonyl)-1H-indole-2-carboxamide